NC1=C2C(=NC=N1)N(N=C2C2=CC=C(C=C2)OC2=CC=CC=C2)C2CCN(CC2)C(=O)C2CN(C2)C2CCN(CC2)C=2C=C1CN(C(C1=CC2)=O)C2C(NC(CC2)=O)=O 3-(5-(4-(3-(4-(4-amino-3-(4-phenoxyphenyl)-1H-pyrazolo[3,4-d]pyrimidin-1-yl)piperidine-1-carbonyl)azetidin-1-yl)piperidin-1-yl)-1-oxoisoindolin-2-yl)piperidine-2,6-dione